N1=CC=CC2=CC=CC(=C12)C=NN 2-(quinoline-8-ylmethylene)hydrazine